di(tert-butylperoxy)hexane C(C)(C)(C)OOC(CCCCC)OOC(C)(C)C